F[B-](F)(F)F.C(CCCCCCCCCCCCCCC)[N+](C)(C)C n-hexadecyltrimethylammonium tetrafluoroborate